methyl 4-((2,4-dimethoxybenzyl)amino)-7-(trifluoromethyl)imidazo[1,5-a]quinoxaline-8-carboxylate COC1=C(CNC=2C=3N(C4=CC(=C(C=C4N2)C(F)(F)F)C(=O)OC)C=NC3)C=CC(=C1)OC